IC1=C(C2=C(S1)C(=CC=C2)NC2C(CN(CC2)C)C)CC(F)(F)F N-(2-iodo-3-(2,2,2-trifluoroethyl)benzo[b]thiophen-7-yl)-1,3-dimethylpiperidin-4-amine